C(C)(C)(C)OC(=O)N1C(CCCC1)OC1CC(C1)C#CC1=C(N=NC(=C1)Cl)N [3-[2-(3-amino-6-chloro-pyridazin-4-yl)ethynyl]cyclobutoxy]piperidine-1-carboxylic acid tert-butyl ester